N-(4-(difluoromethoxy)-6-(pyridazin-3-yloxy)benzo[d]isoxazol-3-yl)-2,6-dimethoxybenzenesulfonamide FC(OC1=CC(=CC2=C1C(=NO2)NS(=O)(=O)C2=C(C=CC=C2OC)OC)OC=2N=NC=CC2)F